C1(CC1)C=1C=C(C=C2C(=NC=NC12)N[C@@H](C)C1=NC=NN1C=1SC(=CN1)C(=O)N)C(F)F 2-[5-[(1S)-1-[[8-cyclopropyl-6-(difluoromethyl)quinazolin-4-yl]amino]ethyl]-1,2,4-triazol-1-yl]thiazole-5-carboxamide